(6R)-6-benzyloxy-15-(difluoromethyl)-12,12-dimethyl-6-(trifluoromethyl)-19-oxa-3,4,13,18-tetraazatricyclo[12.3.1.12,5]nonadeca-1(18),2,4,14,16-penta-en-17-amine C(C1=CC=CC=C1)O[C@]1(C2=NN=C(C=3C(=CC(=C(NC(CCCCC1)(C)C)N3)C(F)F)N)O2)C(F)(F)F